N-(2-methylpiperidin-1-yl)cyclohex-3-ene-1-carboxamide CC1N(CCCC1)NC(=O)C1CC=CCC1